3-(4-(4-fluorophenoxy)phenyl)-1H-pyrazolo[3,4-d]pyrimidin-4-amine FC1=CC=C(OC2=CC=C(C=C2)C2=NNC3=NC=NC(=C32)N)C=C1